3,3-difluoroallylcarbamate FC(=CCNC([O-])=O)F